ClC=1C=CC2=C(OCCN2)C1 7-chloro-3,4-dihydro-2H-benzo[b][1,4]oxazin